para-hydroxyaniline OC1=CC=C(N)C=C1